Benzyl-2-ethylhexyl adipate C(CCCCC(=O)[O-])(=O)OC(C(CCCC)CC)CC1=CC=CC=C1